2-(cyclopropylamino)-4-((1s,4s)-4-(hydroxymethyl)cyclohexylamino)pyrimidine-5-carboxamide C1(CC1)NC1=NC=C(C(=N1)NC1CCC(CC1)CO)C(=O)N